2-[7-[methyl-[5-(trifluoromethyl)pyrazin-2-yl]amino]-2-azaspiro[3.5]nonane-2-carbonyl]-7-oxa-2,5-diazaspiro[3.4]octan-6-one CN(C1CCC2(CN(C2)C(=O)N2CC3(C2)NC(OC3)=O)CC1)C1=NC=C(N=C1)C(F)(F)F